CC(CCOC=CCCCCCCCCCC)CCC=C(C)C 1-((3,7-dimethyloct-6-en-1-yl)oxy)dodec-1-ene